C(C)(C)(C)N=P1(N(CCN1C)C)N(CC)CC 2-tert-butylimino-2-diethylamino-1,3-dimethyl-perhydro-1,3,2-diazaphosphole